methylbis(trimethylsiloxy)vinylsilane C[SiH2]C=C(O[Si](C)(C)C)O[Si](C)(C)C